(4-(methyl-(2-morpholinoethyl)amino)-2-(piperidin-1-yl)phenyl)-2-(1H-pyrazol-4-yl)thiazole-4-carboxamide CN(C1=CC(=C(C=C1)C1=C(N=C(S1)C=1C=NNC1)C(=O)N)N1CCCCC1)CCN1CCOCC1